1,3-dichlorohexyl isocyanate ClC(CC(CCC)Cl)N=C=O